FC1CC2N(C(C1)C2)C(=O)OC(C)(C)C cis-tert-Butyl 3-fluoro-6-azabicyclo[3.1.1]heptane-6-carboxylate